C(C)OC1=C(SC=2C1=NC=C(C2C)C(=O)NCC2=CC(=CC=C2)F)C(F)(F)F Ethoxy-N-[(3-fluorophenyl)-methyl]-7-methyl-2-(trifluoromethyl)-thieno[3,2-b]pyridine-6-carboxylic acid amide